(9R)-10-(2-((tert-butyldiphenylsilyl)oxy)ethyl)-5-chloro-4-fluoro-9-methyl-2-(methylsulfinyl)-9,10-dihydro-8H-7-oxa-1,3,6,10-tetraazacyclohepta[de]naphthalene [Si](C1=CC=CC=C1)(C1=CC=CC=C1)(C(C)(C)C)OCCN1[C@@H](COC2=NC(=C(C=3N=C(N=C1C23)S(=O)C)F)Cl)C